BrC=1C(=CC2=NC=3C(C[C@@H](C3N2C1)C1=C(C=CC=C1OC(F)F)Cl)=O)F (3R)-11-bromo-3-[2-chloro-6-(difluoromethoxy)phenyl]-10-fluoro-1,7-diazatricyclo[6.4.0.02,6]dodeca-2(6),7,9,11-tetraen-5-one